(R)-(3-aminopiperidin-1-yl)(2-(1-(4-fluorobenzyl)-1H-indol-2-yl)-3-methylimidazo[1,2-a]pyridine-7-yl)methanone N[C@H]1CN(CCC1)C(=O)C1=CC=2N(C=C1)C(=C(N2)C=2N(C1=CC=CC=C1C2)CC2=CC=C(C=C2)F)C